1-((3S,4R)-4-fluorotetrahydrofuran-3-yl)-N-((5-phenyl-1,3,4-thiadiazol-2-yl)methyl)-1H-1,2,3-triazole-4-carboxamide F[C@@H]1[C@H](COC1)N1N=NC(=C1)C(=O)NCC=1SC(=NN1)C1=CC=CC=C1